N-[4-[(6,7-dimethoxy-1,5-naphthyridin-4-yl)oxy]-3-fluorophenyl]-1-(5-fluoro-3-methylpyridin-2-yl)-6-methyl-2-oxopyridine-3-carboxamide COC=1N=C2C(=CC=NC2=CC1OC)OC1=C(C=C(C=C1)NC(=O)C=1C(N(C(=CC1)C)C1=NC=C(C=C1C)F)=O)F